OC(C)(C)C1=CC=C(C=C1)O 4-α-hydroxyisopropylphenol